CN1C(C(=NC(=C1C)C)C=1C=CC(=C2CCCOC12)CCC(=O)O)=O 3-(8-(4,5,6-trimethyl-3-oxo-3,4-dihydropyrazin-2-yl)chroman-5-yl)propionic acid